C(C)(C)(C)OC(=O)N1CCN(CC1)C1=CC(=CC(=C1)Cl)Cl.N1N=C(C=C1)C(C)(C)NC(C)=O N-(2-(1H-pyrazol-3-yl)propan-2-yl)acetamide tert-Butyl-4-(3,5-dichlorophenyl)piperazine-1-carboxylate